CC([C@@H](C(=O)NC(C(=O)N)CCCC)NC(CCCCCN1N=NC(=C1)C=1C=NC(=NC1)S(=O)(=O)C)=O)C 2-((S)-3-methyl-2-(6-(4-(2-(methylsulfonyl)pyrimidin-5-yl)-1H-1,2,3-triazol-1-yl)hexanamido)butanamido)hexanamide